C(C=C)(=O)N1CC(CCC1)NC=1C=2N(N=CC1C(=O)N)C=CC2 4-((1-Acryloylpiperidin-3-yl)amino)pyrrolo[1,2-b]pyridazine-3-carboxamide